FC1=CC=C(C=C1)N1N=NC(=C1COC1=NC=2CCN(CC2C=C1)C(CC)=O)C 1-(2-{[1-(4-fluorophenyl)-4-methyl-1H-1,2,3-triazol-5-yl]methoxy}-5,6,7,8-tetrahydro-1,6-naphthyridin-6-yl)propan-1-one